COC1=C(CN2CCC(CC2)OC2CCN(CC2)C(COC2=CC=C(C=C2)N2C(NC(CC2)=O)=O)=O)C=C(C(=C1)C1=CN(C(C2=CN=CC=C12)=O)C)OC 1-(4-(2-(4-((1-(2,5-dimethoxy-4-(2-methyl-1-oxo-1,2-dihydro-2,7-naphthyridin-4-yl)benzyl)piperidin-4-yl)oxy)piperidin-1-yl)-2-oxoethoxy)phenyl)dihydropyrimidine-2,4(1H,3H)-dione